acryloyloxyundecyldichloromethylsilane C(C=C)(=O)OCCCCCCCCCCC[SiH2]C(Cl)Cl